[(3R,5S)-5-[4-[4-[[3-(2,3-difluoro-4-methoxy-phenyl)imidazo[1,2-a]pyrazin-8-yl]amino]-2-methyl-benzoyl]piperazine-1-carbonyl]pyrrolidin-3-yl] (2S)-2,5-diamino-5-oxo-pentanoate formate C(=O)O.N[C@H](C(=O)O[C@H]1CN[C@@H](C1)C(=O)N1CCN(CC1)C(C1=C(C=C(C=C1)NC=1C=2N(C=CN1)C(=CN2)C2=C(C(=C(C=C2)OC)F)F)C)=O)CCC(=O)N